C1(CC1)C(=O)NC1=CC(=C(N=N1)C(=O)NC([2H])([2H])[2H])NC1=C(C(=CC=C1)C1=NOC(=N1)C(CC)C(NCCOC)=O)OC 6-cyclopropanecarboxamido-4-{[2-methoxy-3-(5-{1-[(2-methoxyethyl)carbamoyl]propyl}-1,2,4-oxadiazol-3-yl)phenyl]amino}-N-(2H3)methylpyridazine-3-carboxamide